N[C@H](CC1=C(C=2N=NC=C(C2S1)NCC=1SC=CC1)C)CC#C 6-[(2S)-2-aminopent-4-yn-1-yl]-7-methyl-N-[(thiophen-2-yl)methyl]thieno[3,2-c]pyridazin-4-amine